(S)-7-(4-chloropyridin-2-yl)-4-(2-methylpiperazin-1-yl)-5-(pyrrolidin-1-yl)-7H-pyrrolo[2,3-d]pyrimidine ClC1=CC(=NC=C1)N1C=C(C2=C1N=CN=C2N2[C@H](CNCC2)C)N2CCCC2